C(C[C@H](C)O)O (S)-butane-1,3-diol